CN(CCC1=CNC=2C=CC(=C(C12)O)C)C 3-(2-(dimethylamino)ethyl)-5-methyl-1H-indol-4-ol